(N-maleimidylamino-propionamido)-dodecaethylene glycol C1(C=CC(N1NN(C(CC)=O)C(COCCOCCOCCOCCOCCOCCOCCOCCOCCOCCOCCO)O)=O)=O